C(\C=C(/C)\CCC=C(C)C)OP([O-])(=O)OP(=O)([O-])[O-] Geranyl-diphosphate